N-(2-((2S)-2-(2-((3,4-dimethoxybenzyl)amino)-1-hydroxy-2-oxoethyl)-4,4-difluoropyrrolidin-1-yl)-2-oxoethyl)-6-(3-(dimethylamino)propoxy)quinoline-4-carboxamide COC=1C=C(CNC(C(O)[C@H]2N(CC(C2)(F)F)C(CNC(=O)C2=CC=NC3=CC=C(C=C23)OCCCN(C)C)=O)=O)C=CC1OC